ClC1=CC=C(C=C1)N(C1=C(C=C(C(=C1)C)[N+](=O)[O-])C)C N-(4-chlorophenyl)-N,2,5-trimethyl-4-nitroaniline